N[C@H](CC1=C(C=2N=C(N=C(C2S1)NCC1=CC=NC=C1)Cl)C)C ((S)-2-aminopropyl)-2-chloro-7-methyl-N-[(pyridin-4-yl)methyl]thieno[3,2-d]pyrimidin-4-amine